4-(5-(tert-butyl)-3-(4-methoxybenzyl)-1H-1,2,4-triazol-1-yl)-1-methylpiperidine C(C)(C)(C)C1=NC(=NN1C1CCN(CC1)C)CC1=CC=C(C=C1)OC